FC(C(=O)O)(F)F.NCC1=CC=C(CNC(=O)[C@@H]2CCC=3N2C(C(=NC3)NCC3=CC(=CC(=C3)C)F)=O)C=C1 (S)-N-(4-(aminomethyl)benzyl)-3-((3-fluoro-5-methylbenzyl)amino)-4-oxo-4,6,7,8-tetrahydropyrrolo[1,2-a]pyrazine-6-carboxamide trifluoroacetate